C1CCC2C3CCC(C12OC(CC)=O)C3 7a-Hexahydro-4,7-methano-1H-indenylpropionat